FC1(CN(C1)C(=O)OC(C)(C)C)COC1CCNCC1 tert-butyl 3-fluoro-3-[(piperidin-4-yloxy)methyl]azetidine-1-carboxylate